NC1=C(C(=CC(=C1)F)CCOCC)C1=C(C=C(C(=C1)Cl)C(=O)NC1=CC(=NC=C1)C(F)(F)F)F 2'-Amino-5-chloro-6'-(2-ethoxyethyl)-2,4'-difluoro-N-(2-(trifluoromethyl)pyridin-4-yl)-[1,1'-biphenyl]-4-carboxamide